(S)-4-(((R)-1-(3-(1,1-difluoro-2-hydroxy-2-methylpropyl)-2-fluorophenyl)ethyl)amino)-8-fluoro-2,6,8-trimethyl-6,8-dihydro-7H-pyrrolo[2,3-g]quinazolin-7-one FC(C(C)(C)O)(F)C=1C(=C(C=CC1)[C@@H](C)NC1=NC(=NC2=CC3=C(C=C12)N(C([C@@]3(C)F)=O)C)C)F